2'-{6-amino-5-[(1R)-1-(pyridin-3-yl)ethoxy]pyridin-3-yl}-N-[2-(1-methyl-1H-1,2,3-triazol-4-yl)propan-2-yl]-5',6'-dihydrospiro[pyrrolidine-3,4'-pyrrolo[1,2-b]pyrazole]-1-carboxamide NC1=C(C=C(C=N1)C=1C=C2N(N1)CCC21CN(CC1)C(=O)NC(C)(C)C=1N=NN(C1)C)O[C@H](C)C=1C=NC=CC1